C(C)(C)(C)C=1C=C(C=C(C1)N(C1=CC=2C(C3=CC=CC=C3C2C=C1)(C)C)C1=CC=CC=C1)C1=CC(=CC(=C1)C(C)(C)C)C1=CC(=CC(=C1)C(C)(C)C)C(C)(C)C N-(3,3'',5',5''-tetra-tert-butyl-1,1':3',1''-terphenyl-5-yl)-N-phenyl-9,9-dimethyl-9H-fluorene-2-amine